FC=1C=C2C=C(C(NC2=CC1)=O)C=1N=NN(C1)C1=CC=C(C=C1)C(=O)N1CC2(CCOC2)CC1 6-fluoro-3-{1-[4-(2-oxa-7-aza-spiro[4.4]nonane-7-carbonyl)-phenyl]-1H-[1,2,3]triazol-4-yl}-1H-quinolin-2-one